phosphonium (ammonium) salt [NH4+].[PH4+]